COC1=C(C=C(C=C1)N1CC2(CC2)CC1)S(=O)(=O)N 2-methoxy-5-(5-azaspiro[2.4]heptan-5-yl)benzenesulfonamide